tert-butyl 4-((dimethyl(oxo)-λ6-sulfanylidene)amino)indole-1-carboxylate CS(=O)(C)=NC1=C2C=CN(C2=CC=C1)C(=O)OC(C)(C)C